C(CCCCCCC(=O)OCC(COC(CCC(CCCCCC)OC(NCCN1CCCC1)=O)=O)(COC(CCCCCCC(OCCCCCCCCC)=O)=O)COC(CCCCCCC(=O)OCCCCCCCCC)=O)(=O)OCCCCCCCCC O8-[2,2-bis[(8-nonoxy-8-oxo-octanoyl)oxymethyl]-3-[4-(2-pyrrolidin-1-ylethylcarbamoyloxy)decanoyloxy]propyl] O1-nonyl octanedioate